N1C=C(C2=CC=CC=C12)C1COC2=C1C=C(C=C2C(=O)NC)C(=O)N 3-(1H-indol-3-yl)-N7-methyl-2,3-dihydrobenzofuran-5,7-dicarboxamide